FC(C1=NC=CC(=C1)C1(CC1)C=1C=C2C(=CC=NC2=CC1)C(=O)O)(F)F 6-(1-(2-(trifluoromethyl)pyridin-4-yl)cyclopropyl)quinoline-4-carboxylic acid